FC1=CC=C(C=N1)NC1=NC(=NC(=N1)NC1COC1)C1=NC(=CC=C1)C(F)(F)F N2-(6-fluoropyridin-3-yl)-N4-(oxetan-3-yl)-6-(6-(trifluoromethyl)pyridin-2-yl)-1,3,5-triazine-2,4-diamine